N1-(tert-butyl)-N2,N2-dimethylethane-1,2-diamine C(C)(C)(C)NCCN(C)C